BrC1=C(C=C(C2=CC=CC=C12)OC)C(C)=NNC1=CC=C(C=C1)F 1-(1-(1-bromo-4-methoxynaphthalen-2-yl)ethylidene)-2-(4-fluorophenyl)hydrazine